N1=CC=C(C2=NC=CC=C12)C1=CC(=NN1)NC1=CN=C2C(=N1)N(C=C2F)CCC(C)(C)N N-(5-(1,5-naphthyridin-4-yl)-1H-pyrazol-3-yl)-5-(3-amino-3-methylbutyl)-7-fluoro-5H-pyrrolo[2,3-b]pyrazin-3-amine